4-(2-chloro-6-fluorobenzyl)-7-nitro-2H-benzo[b][1,4]oxazin-3(4H)-one ClC1=C(CN2C3=C(OCC2=O)C=C(C=C3)[N+](=O)[O-])C(=CC=C1)F